N[C@@H](C(=O)N[C@H]1CC=2N(C3=C(C1)C=C(C=C3)Cl)C(=NN2)[C@@H]2CC[C@H](CC2)OC2=NC=CC=C2)C2=CC=CC=C2 (2R)-2-amino-N-((5R)-8-chloro-1-[trans-4-(pyridin-2-yloxy)cyclohexyl]-5,6-dihydro-4H-[1,2,4]triazolo[4,3-a][1]benzazepin-5-yl)-2-phenylacetamide